(S)-6-methyl-2-(2-(5-methyl-1,2,3,4-tetrahydroquinoline-1-carbonyl)pyrrolidin-1-yl)-4-(trifluoromethyl)nicotinonitrile CC1=NC(=C(C#N)C(=C1)C(F)(F)F)N1[C@@H](CCC1)C(=O)N1CCCC2=C(C=CC=C12)C